N-((1R)-1-(1-naphthyl)ethyl)-3-(3-(trifluoromethyl)phenyl)propane-1-amine hydrochloride Cl.C1(=CC=CC2=CC=CC=C12)[C@@H](C)NCCCC1=CC(=CC=C1)C(F)(F)F